1-(3-(6-ethoxypyridin-3-yl)-7-methyl-2-(pyridin-4-yl)quinolin-5-yl)ethan-1-one C(C)OC1=CC=C(C=N1)C=1C(=NC2=CC(=CC(=C2C1)C(C)=O)C)C1=CC=NC=C1